1,2,4-thiadiazole-3,5-diamine S1N=C(N=C1N)N